Ethyl (5S,E)-5-{(1R,3aR,4S,7aR)-4-[(tert-butyldimethylsilyl)oxy]-7a-methyloctahydro-1H-inden-1-yl}-4,4-difluorohex-2-enoate [Si](C)(C)(C(C)(C)C)O[C@@H]1[C@@H]2CC[C@@H]([C@]2(CCC1)C)[C@@H](C(/C=C/C(=O)OCC)(F)F)C